FC(OC=1C=C(C=CC1)C=1C2=C(N(N1)C(C)C)CC(OC2)C(=O)O)F 3-(3-(difluoromethoxy)phenyl)-1-isopropyl-1,4,6,7-tetrahydropyrano[4,3-c]pyrazole-6-carboxylic acid